N-[3-[(5-bromo-4-methyl-thiazol-2-yl)amino]-3-oxo-propyl]-3-(5-methyl-1,2,4-oxadiazol-3-yl)benzamide BrC1=C(N=C(S1)NC(CCNC(C1=CC(=CC=C1)C1=NOC(=N1)C)=O)=O)C